1-bromo-2-chloro-3-(4-(trifluoromethyl)phenoxy)benzene BrC1=C(C(=CC=C1)OC1=CC=C(C=C1)C(F)(F)F)Cl